C(C)C=1C(C2=C(C=CC(=C2C(C1CC1=NC=C(C=C1)F)=O)F)F)=O 2-ethyl-5,8-difluoro-3-((5-fluoropyridin-2-yl)methyl)naphthalene-1,4-dione